tert-butyl-6-hydroxy-12h-dibenzo-(d,g)(1,3,2)-dioxaphosphocin C(C)(C)(C)C1=CC=CC=2OP(OC3=C(CC21)C=CC=C3)O